C(C)C1=NC(=NO1)C=1C=C2CC[C@H](C2=CC1)NC(=O)C=1N=NNN1 (R)-N-(5-(5-ethyl-1,2,4-oxadiazol-3-yl)-2,3-dihydro-1H-inden-1-yl)-2H-tetrazole-5-carboxamide